ClC=1C=NC(=C(C(=O)NC2CCC(CC2)CN2C(N(C3=C2C=NC=C3)C3=C(C=CC(=C3)OC)Cl)=O)C1)C(F)(F)F 5-chloro-N-((1r,4r)-4-((1-(2-chloro-5-methoxyphenyl)-2-oxo-1H-imidazo[4,5-c]pyridin-3(2H)-yl)methyl)cyclohexyl)-2-(trifluoromethyl)nicotinamide